(S)-tert-butyl (2-hydroxy-1-(4-hydroxyphenyl)ethyl)carbamate OC[C@H](C1=CC=C(C=C1)O)NC(OC(C)(C)C)=O